3-(5-bromo-7-chloro-2,3-dihydrobenzofuran-4-yl)-3-hydroxypropionitrile BrC=1C=C(C2=C(CCO2)C1C(CC#N)O)Cl